C(C)(C)OC=1C=C(C(=O)[O-])C=C(C1[N+](=O)[O-])NCC1=CN=CS1 3-isopropoxy-4-nitro-5-((thiazol-5-yl methyl)amino)benzoate